[N+](=O)([O-])[O-].[Hf+4].[N+](=O)([O-])[O-].[N+](=O)([O-])[O-].[N+](=O)([O-])[O-] Hafnium (IV) nitrate salt